C(C1=CC=CC=C1)OC1=CC=C(C=N1)CNC1=CC(=NC=2N1N=CC2CC)Cl N-((6-(benzyloxy)pyridin-3-yl)methyl)-5-chloro-3-ethylpyrazolo[1,5-a]pyrimidin-7-amine